7-(1-Acryloylpiperidin-4-yl)-2-(4-(2,4-difluorophenoxy)phenyl)-4,5,6,7-tetrahydropyrazolo[1,5-a]pyrimidine-3-carboxamide C(C=C)(=O)N1CCC(CC1)C1CCNC=2N1N=C(C2C(=O)N)C2=CC=C(C=C2)OC2=C(C=C(C=C2)F)F